C(C)(=O)NC1=NC=CC(=C1)NC1=NC=C2C(=N1)N(N=C2NC=2C(=NC=C(C(=O)NCCN1C(CCC1)(C)C)C2)C)C 5-((6-((2-acetamidopyridin-4-yl)amino)-1-methyl-1H-pyrazolo[3,4-d]pyrimidin-3-yl)amino)-N-(2-(2,2-dimethylpyrrolidin-1-yl)ethyl)-6-methylnicotinamide